C1(=CC=CC=C1)CCCS(=O)\C=C\C1=CC(=C(C=C1)O)O (E)-3,4-dihydroxystyryl phenylpropyl sulfoxide